N/C(=C/C(=O)C1=CC=CC=C1)/C1=CC=CC=C1 (E)-3-amino-1,3-diphenylprop-2-en-1-one